[N+](=O)([O-])C=1C=CC=C2C=CNC12 7-nitroindol